2-(4-ethylpiperazin-1-yl)-N-(6-(1-methyl-1H-imidazol-5-yl)isoquinolin-3-yl)acetamide tert-butyl-4-(2-fluoropyridine-3-carbonyl)-4-hydroxypiperidine-1-carboxylate C(C)(C)(C)OC(=O)N1CCC(CC1)(O)C(=O)C=1C(=NC=CC1)F.C(C)N1CCN(CC1)CC(=O)NC=1N=CC2=CC=C(C=C2C1)C1=CN=CN1C